CC1=NC=C(C(=O)O)C=C1NC1=NN(C2=NC(=NC=C21)NC2=CC=NC=C2)C 6-methyl-5-((1-methyl-6-(pyridin-4-ylamino)-1H-pyrazolo[3,4-d]pyrimidin-3-yl)amino)nicotinic acid